C[C@@]12CC[C@H]3[C@]([C@H](CC(=O)[C@@]3([C@H]1CC=C4[C@]2(CC[C@@]5([C@H]4CC(CC5)(C)C)C(=O)O[C@H]6[C@@H]([C@H]([C@@H]([C@H](O6)CO)O)O)O)C)C)O)(C)CO The molecule is a triterpenoid saponin that is olean-12-ene attached to hydroxy groups at positions 3 and 23, oxo groups at positions 1 and 28 and a beta-D-glucopyranosyloxy group at position 28. It has been isolated from the leaves and twigs of Juglans sinensis. It has a role as a plant metabolite. It is a triterpenoid saponin, a carboxylic ester, a monosaccharide derivative, a pentacyclic triterpenoid, a beta-D-glucoside and a cyclic terpene ketone. It derives from a hydride of an oleanane.